OC(CN(CC(C)O)C1CCCCC1)C N,N-Di-(2-hydroxypropyl)cyclohexylamine